4-(((S)-1-phenylethyl)amino)piperidine-1,3-dicarboxylic acid C1(=CC=CC=C1)[C@H](C)NC1C(CN(CC1)C(=O)O)C(=O)O